2-t-butoxy-2,4,6,8-tetramethylcyclotetrasiloxane C(C)(C)(C)O[Si]1(O[SiH](O[SiH](O[SiH](O1)C)C)C)C